Ethyl hydrogen (4-(8-(2-methoxyphenethyl)-2,6-dioxo-1-(prop-2-yn-1-yl)-1,2,6,7-tetrahydro-3H-purin-3-yl)butyl)phosphonate COC1=C(CCC2=NC=3N(C(N(C(C3N2)=O)CC#C)=O)CCCCP(OCC)(O)=O)C=CC=C1